CN1N=CC(=N1)C#CC1CN=C2N1C1=CC=C(C=C1C(N2C([2H])([2H])C=2C=NN(C2)C)=O)S(=O)(=O)NC2(CC2)C 1-[2-(2-methyl-1,2,3-triazol-4-yl)ethynyl]-N-(1-methylcyclopropyl)-4-[(1-methylpyrazol-4-yl)(2H2)methyl]-5-oxo-1H,2H-imidazo[1,2-a]quinazoline-7-sulfonamide